FC1=CC=C(C=C1)C(N1C[C@@H](N(C[C@H]1CC)C1=C2N=C(N(C2=NC(=N1)Cl)C[C@H]1OCCC1)C)C)C1=CC=C(C=C1)F 6-((2S,5R)-4-(bis(4-fluorophenyl)methyl)-5-ethyl-2-methylpiperazin-1-yl)-2-chloro-8-methyl-9-(((S)-tetrahydrofuran-2-yl)methyl)-9H-purine